2-(tert-butoxycarbonylamino)-3-(1-(4-chlorophenyl)-2-methylpropan-2-yloxy)-3-oxopropyl benzoate C(C1=CC=CC=C1)(=O)OCC(C(=O)OC(CC1=CC=C(C=C1)Cl)(C)C)NC(=O)OC(C)(C)C